ethyl 5-amino-4-(5-(difluoromethyl)-1-(tetrahydro-2H-pyran-2-yl)-1H-indazol-4-yl)-[2,3'-bipyridine]-6-carboxylate NC=1C(=CC(=NC1C(=O)OCC)C=1C=NC=CC1)C1=C2C=NN(C2=CC=C1C(F)F)C1OCCCC1